2-Methyl-2H-isothiazol CN1SC=CC1